2-[(4-chloro-6-morpholino-3-pyridyl)methylamino]-5-propyl-4H-[1,2,4]triazolo[1,5-a]pyrimidin-7-one ClC1=C(C=NC(=C1)N1CCOCC1)CNC1=NN2C(NC(=CC2=O)CCC)=N1